(S)-3-morpholino-1-oxa-8-azaspiro[4.5]decane-8-carboxylic acid tert-butyl ester C(C)(C)(C)OC(=O)N1CCC2(C[C@@H](CO2)N2CCOCC2)CC1